[2-amino-4-(trifluoromethoxy)phenyl]-[3-(2-tetrahydropyran-4-yl-5H-pyrrolo[2,3-b]pyrazin-7-yl)pyrrolidine-1-yl]methanone NC1=C(C=CC(=C1)OC(F)(F)F)C(=O)N1CC(CC1)C1=CNC2=NC=C(N=C21)C2CCOCC2